4-xylylenediamine hydroiodide I.C1(=CC=C(C=C1)CN)CN